C(OOOC(C)(C)CC)(OCC(CCCC)CC)=O t-amylperoxy 2-ethylhexyl monocarbonate